2,4-di(p-methoxyphenyl)phenylimidazole COC1=CC=C(C=C1)C1=C(C=CC(=C1)C1=CC=C(C=C1)OC)C=1NC=CN1